COC(=O)CC1=CN(C(=O)NC1=O)[C@H]2[C@@H]([C@@H]([C@H](O2)CO)O)O The molecule is a derivative of uridine, bearing an additional methoxycarbonylmethyl substituent at position 5 on the uracil ring. It is a member of uridines and a methyl ester.